CC1C(CCC(C1)C)C1=NC=CC=C1 2-(2,4-dimethylcyclohexyl)-pyridine